Cl.Cl.FC=1C=C(C=NC1)[C@H](CNC(CC1CCN(CC1)S(=O)(=O)C)(C)C)O (R)-1-(5-Fluoropyridin-3-yl)-2-((2-methyl-1-(1-(methylsulfonyl)-piperidin-4-yl)propan-2-yl)amino)ethan-1-ol dihydrochloride